6-ethyl-1-methyl-4-[[(1R)-1-[3-(trifluoromethyl)phenyl]ethyl]amino]pyrido[3,4-d]pyridazin-7-one C(C)N1C=C2C(=NN=C(C2=CC1=O)C)N[C@H](C)C1=CC(=CC=C1)C(F)(F)F